(R)-5-(2-amino-1-fluoroethyl)-4-methyl-isobenzofuran-1(3H)-one NC[C@H](F)C=1C(=C2COC(C2=CC1)=O)C